CC(C[C@H](COC1=NC(=NC(=C1)C1=C(C=CC=C1C)C)NS(=O)(=O)C=1C=C(C(=O)O)C=CC1)NC1CC(C1)(OC(F)(F)F)C)(C)C 3-[[4-[(2R)-4,4-dimethyl-2-[[3-methyl-3-(trifluoromethoxy)cyclobutyl]amino]pentoxy]-6-(2,6-dimethylphenyl)pyrimidin-2-yl]sulfamoyl]benzoic acid